BrC=1C(=NC(=NC1)NC1=C(C=C(C(=C1)OC)N1CCOCC1)C1CC1)NC=1C(=C2C=CC(=NC2=CC1)C1CC1)P(C)C (6-((5-bromo-2-((2-cyclopropyl-5-methoxy-4-morpholinophenyl)amino)pyrimidin-4-yl)amino)-2-cyclopropylquinolin-5-yl)dimethylphosphine